ClCC(=O)NCC1CCN(CC1)S(=O)(=O)C1CCC2(CC2(F)F)CC1 2-Chloro-N-((1-((1,1-difluorospiro[2.5]octan-6-yl)sulfonyl)piperidin-4-yl)methyl)acetamide